2'-(2-(6-([1,1'-biphenyl]-3-yl)-2-phenylpyrimidin-4-yl)phenyl)spiro[cyclohexane-1,9'-fluorene]-7'-carbonitrile C1(=CC(=CC=C1)C1=CC(=NC(=N1)C1=CC=CC=C1)C1=C(C=CC=C1)C1=CC=2C3(C4=CC(=CC=C4C2C=C1)C#N)CCCCC3)C3=CC=CC=C3